NC=1C2=C(N=CN1)N(C=C2N2N=CC(=C2)CCP(OCC)(OCC)=O)[C@@H]2C[C@@H](C2)CN2CCC2 diethyl 2-(1-(4-amino-7-(cis-3-(azetidin-1-ylmethyl)cyclobutyl)-7H-pyrrolo[2,3-d]pyrimidin-5-yl)-1H-pyrazol-4-yl)ethylphosphonate